N1CC(CC1)C1=CNC2=CC=CC=C12 3-(pyrrolidin-3-yl)-1H-indole